N1C=NC2=C1CC(N2)=O imidazolopyrrolidone